CN1N=NC(=C1NC(OC(C)C=1C(=NC(=NC1)Cl)Cl)=O)C1=NC(=C(C=C1)NS(=O)(=O)C)C 1-(2,4-dichloropyrimidin-5-yl)ethyl (1-methyl-4-(6-methyl-5-(methylsulfonamido) pyridin-2-yl)-1H-1,2,3-triazol-5-yl)carbamate